CN(CCCN(C)CC=1C=C(N\C(\C2=CC=CC=C2)=C\2/C(NC3=CC(=CC=C23)C(N)=O)=O)C=CC1)C 3-Z-[1-(3-(N-(3-dimethylaminopropyl)-N-methyl-amino-methyl)-anilino)-1-phenyl-methylene]-6-carbamoyl-2-indolinone